C12(CC3CC(CC(C1)C3)C2)CN2N=CC(=C2C)C2=C(C=3N(N=C2)C(=CN3)C=3C=NC(=CC3)NC=3SC2=C(N3)C=CC=C2)C(=O)O 7-(1-(adamantan-1-ylmethyl)-5-methyl-1H-pyrazol-4-yl)-3-(6-(benzo[d]thiazol-2-ylamino)pyridin-3-yl)imidazo[1,2-b]pyridazine-8-carboxylic acid